4-((3,8-dimethyl-2,3-dihydro-1H-pyrido[2,3-b][1,4]oxazin-7-yl)amino)-N-(4-(4-(1-methyl-1H-pyrazol-3-yl)piperazin-1-yl)phenyl)-2-oxo-1,2-dihydropyridine-3-carboxamide CC1CNC2=C(O1)N=CC(=C2C)NC2=C(C(NC=C2)=O)C(=O)NC2=CC=C(C=C2)N2CCN(CC2)C2=NN(C=C2)C